FC1=CC2=C(SC(=C2CCNC2=CC(=NC=N2)C2=CC(=C(C(=O)NCCO)C=C2)CCC)C)C(=C1)C 4-{6-[2-(5-Fluoro-2,7-dimethyl-benzo[b]thiophen-3-yl)-ethylamino]-pyrimidin-4-yl}-N-(2-hydroxy-ethyl)-2-propyl-benzamid